4-chloro-2-(7-methyl-1-oxo-6,7,8,9-tetrahydropyrazino[1,2-a]indol-2(1H)-yl)nicotinaldehyde ClC1=CC=NC(=C1C=O)N1C(C=2N(C=3CC(CCC3C2)C)C=C1)=O